C(C)OC(/C=C/CSC(C(C(=O)OCC)(C(=O)OCC)O)C1=CC=CC=C1)=O diethyl (E)-2-(((4-ethoxy-4-oxobut-2-en-1-yl) thio) (phenyl) methyl)-2-hydroxymalonate